3,3',5,5'-tetramethyl-4,4'-dihydroxybiphenol CC1=C(C(=CC(=C1O)C)O)C=1C(=CC(=C(C1C)O)C)O